1-(propan-2-yl)-1H-pyrazol-4-amine CC(C)N1N=CC(=C1)N